chloromethyl (4-bromo-2,5-dimethoxyphenethyl)carbamate BrC1=CC(=C(CCNC(OCCl)=O)C=C1OC)OC